CN([C@H](CNC(C[C@@H](C1(CC1)C(F)(F)F)C1=CC=CC=C1)=O)CC=1C=C2CC(NC2=CC1)=O)C (R)-N-((S)-2-(dimethylamino)-3-(2-oxoindolin-5-yl)propyl)-3-phenyl-3-(1-(trifluoromethyl)cyclopropyl)propanamide